C(C)(C)(C)OC(=O)N1[C@H](CCC1)COC(=O)Cl (2R)-2-[[(chlorocarbonyl)oxy]methyl]pyrrolidine-1-carboxylic acid tert-butyl ester